4-(4-amino-3-methoxyphenyl)morpholin-3-one NC1=C(C=C(C=C1)N1C(COCC1)=O)OC